C(C)OC(C)C=1N=C2C(=CC=NC2=CC1)C1=CC=2C(NCCC2N1)=O 2-[6-(1-ethoxyethyl)-1,5-naphthyridin-4-yl]-1H,5H,6H,7H-pyrrolo[3,2-c]pyridin-4-one